COC1=C(C=CC=C1)OC1=C(C(=O)O)C=CC=C1 2-(o-methoxyphenyloxy)benzoic acid